CC1=C(C(=CC(=C1)C)C)S(=O)(=O)O.NN1CC(=CC(=C1)OCC1=CC=CC=C1)Br 1-amino-3-bromo-5-benzyloxypyridine 2,4,6-trimethylbenzenesulfonate